C(CCCCC)C=1NC2=C(N1)C=CC=C2 2-n-hexylbenzimidazole